C1(CC1)NC(C([C@H](C[C@H]1C(NCC1)=O)NC(=O)[C@@H]1[C@H]2C([C@H]2CN1C(=O)C1(CC1)C1=CC=CC=C1)(C)C)O)=O (1R,2S,5S)-N-((2S)-4-(cyclopropylamino)-3-hydroxy-4-oxo-1-((S)-2-oxopyrrolidin-3-yl)butan-2-yl)-6,6-dimethyl-3-(1-phenylcyclopropanecarbonyl)-3-azabicyclo[3.1.0]hexane-2-carboxamide